C(C1=CC=CC=C1)NC1(CCNCC1)C(F)(F)F N-benzyl-4-(trifluoromethyl)piperidin-4-amine